C(CCCCCCCCCCCCCCC)NC(CCC(=O)N)=O 4-hexadecylamino-4-oxobutanamide